1-amino-4-oxo-1,4-dihydropyridine-3-carboxylic acid ethyl ester C(C)OC(=O)C1=CN(C=CC1=O)N